benzyl (S)-7-((4-((2-fluoropyridin-4-yl)oxy)butanoyl)glycyl)-1,4-dioxa-7-azaspiro[4.4]nonane-8-carboxylate FC1=NC=CC(=C1)OCCCC(=O)NCC(=O)N1CC2(OCCO2)C[C@H]1C(=O)OCC1=CC=CC=C1